CC(C)C(=O)C1(CC(CO1)[C@@H]2CC[C@]3([C@]2(CC[C@H]4C3=CC[C@@H]5[C@@]4(CC[C@H](C5(C)C)O)C)C)C)O The molecule is a tirucallane triterpenoid isolated from Dysoxylum lenticellatum. It has a role as a plant metabolite. It is a cyclic hemiketal and a tirucallane triterpenoid.